N-(8,9-Difluoro-3-oxido-6-oxo-1,4,5,6-tetrahydro-2H-thiopyrano[3,4-c]isoquinolin-1-yl)-8-fluoro-N-methylindolizine-2-carboxamide FC=1C(=CC=2C3=C(NC(C2C1)=O)CS(CC3N(C(=O)C=3C=C1C(=CC=CN1C3)F)C)=O)F